1-(4-{[5-fluoro-4-(1-methylpyrazol-4-yl)pyrimidin-2-yl]amino}phenyl)-3-(2-bromophenyl)urea FC=1C(=NC(=NC1)NC1=CC=C(C=C1)NC(=O)NC1=C(C=CC=C1)Br)C=1C=NN(C1)C